C[C@@H]1N(C[C@H](NC1)C)C1=CC(N(C2=CC=C(N=C12)OC)C)=O 4-((2S,5R)-2,5-dimethylpiperazin-1-yl)-6-methoxy-1-methyl-1,5-naphthyridin-2(1H)-one